N1(CCC1)S(=O)(=O)C=1C=CC(=C(C1)C=1NC2=CC=CC=C2C1)C1=CCCC1 2-(5-(azetidin-1-ylsulfonyl)-2-(cyclopent-1-en-1-yl)phenyl)-1H-indole